n-propylethylmagnesium C(CC)[Mg]CC